6-aminohexane-3-thiol NCCCC(CC)S